3-((2-((1H-pyrazol-3-yl)methyl)-4-methyl-5-oxo-4H-thiazolo[5',4':4,5]pyrrolo[2,3-d]pyridazin-6(5H)yl)methyl)1-methyl-1H-pyrazole-4-carboxamide N1N=C(C=C1)CC=1SC2=C(N(C=3C(N(N=CC32)CC3=NN(C=C3C(=O)N)C)=O)C)N1